O=C1CCC(=NN1C1=CC=CC=C1)C(=O)O 6-oxo-1-phenyl-4,5-dihydropyridazine-3-carboxylic acid